[Na+].[Na+].[Na+].[Na+].P(=O)(O)(O)CC(=O)N[C@@H](CC(=O)[O-])C(=O)[O-].P(=O)(O)(O)CC(=O)N[C@@H](CC(=O)[O-])C(=O)[O-] N-(phosphonoacetyl)-L-aspartic acid tetrasodium salt